8-[4-(allyloxy)-3-methyl-phenyl]-5-methoxy-4-[(1-naphthyl)methyl]-2-oxo-7-thia-1-azabicyclo[4.3.0]non-3,5,8-triene-9-carboxylic acid C(C=C)OC1=C(C=C(C=C1)C=1SC2=C(C(=CC(N2C1C(=O)O)=O)CC1=CC=CC2=CC=CC=C12)OC)C